ClC1=C(C=C(C=C1)F)C1(NC(C2=C1C(=CC1=C(N(N=C21)C)CC#N)C2=C(C(=O)N)C=C(C=C2F)C(F)(F)F)=O)O (6-(2-chloro-5-fluorophenyl)-3-(cyanomethyl)-6-hydroxy-2-methyl-8-oxo-2,6,7,8-tetrahydropyrrolo[3,4-g]indazol-5-yl)-3-fluoro-5-(trifluoromethyl)benzamide